FC(C=1C=C(C=CC1)C=1C=C2C(=NC1)N=CN2)(F)F 6-[3-(trifluoromethyl)phenyl]imidazo[4,5-b]pyridin